FC1=C(C=CC=C1)C1=CC=C(C=C1)CCCNC(C1=C(N=C(C=C1)C)C)=O N-(3-(2'-fluoro-[1,1'-biphenyl]-4-yl)propyl)-2,6-dimethylnicotinamide